C(C)(=O)N1CC2(C(N(C=3C=NC=4C=C(C(=CC4C32)C=3C=C(C(=NC3)OCCNC(C)C)NS(=O)(=O)C)F)C)=O)C1 N-(5-(1-Acetyl-7'-fluoro-3'-methyl-2'-oxo-2',3'-dihydrospiro[azetidine-3,1'-pyrrolo[2,3-c]quinolin]-8'-yl)-2-(2-(isopropylamino)ethoxy)pyridin-3-yl)methanesulfonamide